6-hydroxy-4-(isoquinolin-4-ylmethyl)-5-oxo-4,5-dihydrothieno[3,2-b]pyridine-7-carboxylic acid OC1=C(C2=C(N(C1=O)CC1=CN=CC3=CC=CC=C13)C=CS2)C(=O)O